COC=1C(=C2C=CNC2=C(C1)C)CN1[C@@H](C[C@@H](CC1)N1N=C(N=C1)C(F)(F)F)C1=C(C(=O)O)C=CC=C1 (2S,4R)-(1-((5-methoxy-7-methyl-1H-indol-4-yl)methyl)-4-(3-(trifluoromethyl)-1H-1,2,4-triazol-1-yl)piperidin-2-yl)benzoic acid